FC(CO)F L-2,2-difluoroethanol